O=C(/C=C/C(=O)O)NC1=CC=C(C=C1)\C=C\C(C1=CC=CC=C1)=O (2E)-4-Oxo-4-(4-[(1E)-3-oxo-3-phenylprop-1-enyl]phenylamino)but-2-enoic acid